NC=1C2=C(N=CN1)N(C=C2)[C@@H]2O[C@@H]([C@H]([C@H]2O)O)CSCC=2C=NSC2C2=CC=CC=C2 (2R,3R,4S,5S)-2-(4-Amino-7H-pyrrolo[2,3-d]pyrimidin-7-yl)-5-((((5-phenylisothiazol-4-yl)methyl)thio)methyl)tetrahydrofuran-3,4-diol